tris(ethyl)phosphonium phosphate P(=O)([O-])([O-])[O-].C(C)[PH+](CC)CC.C(C)[PH+](CC)CC.C(C)[PH+](CC)CC